CN(C1=CC=C(C=C1)C1(OC(=O)C2=CC(=CC=C12)N(C)C)C1=CC=C(C=C1)N(C)C)C 3,3-Bis(p-dimethylaminophenyl)-6-Dimethylaminophthalid